COCCC(CC)NC1=NC(=NC=C1C(F)(F)F)NC=1C=CC=CC1 5-((4-((1-methoxypentan-3-yl)amino)-5-(trifluoromethyl)pyrimidin-2-yl)amino)benzene